phenyl-8-((2-aminoethyl)amino)naphthalene tert-Butyl-4-(4-bromo-5-methyl-pyrazol-1-yl)-3,3-difluoro-piperidine-1-carboxylate C(C)(C)(C)OC(=O)N1CC(C(CC1)N1N=CC(=C1C)Br)(F)F.C1(=CC=CC=C1)C1=CC=CC2=CC=CC(=C12)NCCN